O.C(=O)(O)C1=CC=C(C=C1)CCN(CCC1=C(C=CC=C1)OCC1=C(C=C(C=C1)C1=CC=C(C=C1)C(F)(F)F)Cl)C=1C(=NC=2CCCCC2C1)C(=O)O.O.O.C(=O)(O)C1=CC=C(C=C1)CCN(CCC1=C(C=CC=C1)OCC1=C(C=C(C=C1)C1=CC=C(C=C1)C(F)(F)F)Cl)C=1C(=NC=2CCCCC2C1)C(=O)O (5S)-{[2-(4-Carboxyphenyl)ethyl][2-(2-{[3-chloro-4'-(trifluoromethyl)biphenyl-4-yl]methoxy}phenyl)-ethyl]amino}-5,6,7,8-tetrahydroquinoline-2-carboxylic acid sesquihydrate